4-(1-((5-methoxy-7-methyl-1H-indol-4-yl)methyl)-4-(methylsulfonyl)piperazin-2-yl)benzoic acid COC=1C(=C2C=CNC2=C(C1)C)CN1C(CN(CC1)S(=O)(=O)C)C1=CC=C(C(=O)O)C=C1